6-(3-Fluoro-5-isobutoxyphenyl)-N-(1H-pyrazol-5-ylsulfonyl)-2-[3-(2-pyridyl)-1-piperidyl]pyridin-3-carboxamid FC=1C=C(C=C(C1)OCC(C)C)C1=CC=C(C(=N1)N1CC(CCC1)C1=NC=CC=C1)C(=O)NS(=O)(=O)C1=CC=NN1